C1(CC1)C=1C(=NC(=CN1)C1=C(C=C(C=C1)NC(C(O)C1=CC(=CC(=C1)F)F)=O)C)C(=O)N cyclopropyl-6-(4-(2-(3,5-difluorophenyl)-2-hydroxyacetamido)-2-methylphenyl)pyrazine-2-carboxamide